COC(COC([C@@H](NC(=O)OC(C)(C)C)C)=O)(C)C (Tert-Butoxycarbonyl)-L-alanine 2-methoxy-2-methylpropyl ester